ethyl 5-(benzyloxy)imidazo[1,2-a]quinoline-2-carboxylate C(C1=CC=CC=C1)OC1=CC=2N(C3=CC=CC=C13)C=C(N2)C(=O)OCC